CN1C(=NN=C1)CC1(COC1)C=1C=C(C=CC1)C1=NC2=C(N1)C(=CC(=C2)C(=O)O)C(F)(F)F 2-(3-(3-((4-Methyl-4H-1,2,4-triazol-3-yl)methyl)oxetan-3-yl)phenyl)-7-(trifluoromethyl)-1H-benzo[d]imidazole-5-carboxylic acid